ClC=1C=NC(=NC1)C1CC2C(CN(C2)C2C(CC2)C(O)NC=2C3=C(N=CN2)CC[S@]3=O)C1 (5R)-2-(5-(5-Chloropyrimidin-2-yl)hexahydrocyclopenta[c]pyrrol-2(1H)-yl)-5-oxo-(6,7-dihydrothieno[3,2-d]pyrimidin-4-yl)amino-cyclobutyl-methanol